3-iodo-5-methyl-2-((4-methylphenyl)sulfonamido)benzenesulfonyl chloride IC=1C(=C(C=C(C1)C)S(=O)(=O)Cl)NS(=O)(=O)C1=CC=C(C=C1)C